3-(5-((4-benzylpiperidin-1-yl)methyl)-4H-1,2,4-triazol-3-yl)-7-methoxy-1H-indole C(C1=CC=CC=C1)C1CCN(CC1)CC=1NC(=NN1)C1=CNC2=C(C=CC=C12)OC